3-methyl-2-(2-((2R,4S)-2-methyltetrahydro-2H-pyran-4-yl)-2H-pyrazolo[3,4-b]pyrazin-6-yl)-5-(trifluoromethyl)phenol CC=1C(=C(C=C(C1)C(F)(F)F)O)C=1C=NC=2C(N1)=NN(C2)[C@@H]2C[C@H](OCC2)C